FC1(CCOC1)F 4,4-difluorooxolan